N1=NC=CC=2OC3=C(C21)C=CC=C3 DIAZADIBENZOFURANE